{[4-({2-methyl-6-[(methylsulfonyl)amino]benzyl}amino)-5-(trifluoromethyl)pyrimidin-2-yl]amino}benzamide CC1=C(CNC2=NC(=NC=C2C(F)(F)F)NC2=C(C(=O)N)C=CC=C2)C(=CC=C1)NS(=O)(=O)C